ClC1=C2C(=C(N=N1)OC)NC(C(=C2)C2CCSCC2)=O 5-chloro-8-methoxy-3-(tetrahydro-2H-thiopyran-4-yl)pyrido[2,3-d]pyridazin-2(1H)-one